C(C=C)(=O)N1CCNCC1 4-acryloylpiperazin